NC1=CC=CC(=N1)S(=O)(=O)NC(=O)C=1C(=NC(=CC1)C1=CC(=CC(=C1)OCC(C)C)F)OCCC1=NC=CC=C1 N-[(6-Amino-2-pyridyl)sulfonyl]-6-(3-fluoro-5-isobutoxyphenyl)-2-[2-(2-pyridyl)ethoxy]pyridin-3-carboxamid